[5-(Hydroxymethyl)-5,6-dimethyl-6-bicyclo[2.2.1]hept-2-enyl]methanol OCC1(C2C=CC(C1(C)CO)C2)C